FC(C1=NN=C(S1)NC=1C=C(C=CC1[N+](=O)[O-])S(=O)(=O)NC1(CC1)C)F 3-[[5-(difluoromethyl)-1,3,4-thiadiazol-2-yl]amino]-N-(1-methylcyclopropyl)-4-nitrobenzenesulfonamide